COC=1C=C2C(=C(N(C2=CC1)C(C=1OC2=C(C1NS(=O)(=O)C1=CC=C(C=C1)C)C=CC=C2)C2=CC=CC=C2)C)C (-)-N-(2-((5-Methoxy-2,3-dimethyl-1H-indol-1-yl)(phenyl)methyl)benzofuran-3-yl)-4-methylbenzenesulfonamide